P(O)(O)O.P(O)(O)O.C(C)(C)(C)C1=C(C=CC(=C1)C(C)(C)C)C(O)C(CO)(CO)CO 2,4-di-t-butylphenyl-pentaerythritol bisphosphite